Methyl 5-bromo-3-(ethylamino)-2-methylbenzoate BrC=1C=C(C(=C(C(=O)OC)C1)C)NCC